methanesulfonate palladium [Pd+2].CS(=O)(=O)[O-].CS(=O)(=O)[O-]